amino-5-cyano-6-((1-(1-methyl-4-oxo-2-phenyl-1,4-dihydroquinolin-3-yl)ethyl)amino)pyrimidine NC1=NC(=C(C=N1)C#N)NC(C)C1=C(N(C2=CC=CC=C2C1=O)C)C1=CC=CC=C1